2-(1-chloroallyl)-2-propyl-malonic acid di-n-butyl ester C(CCC)OC(C(C(=O)OCCCC)(CCC)C(C=C)Cl)=O